C(C1=CC=CC=C1)N1N=C(C=2C1=NC(=NC2)C(=O)NCC(F)(F)F)C2=CC=CC=C2 1-benzyl-3-phenyl-N-(2,2,2-trifluoroethyl)-1H-pyrazolo[3,4-d]pyrimidine-6-carboxamide